Racemic-4-((2,2-difluoro-6-(6-(methoxycarbonyl)pyridin-3-yl)-7-azaspiro[3.5]non-7-yl)methyl)-5-methoxy-7-methyl-1H-indole-1-carboxylic acid tert-butyl ester C(C)(C)(C)OC(=O)N1C=CC2=C(C(=CC(=C12)C)OC)CN1[C@H](CC2(CC(C2)(F)F)CC1)C=1C=NC(=CC1)C(=O)OC |r|